3-Bromo-4,5-dichloro-benzenesulfonyl chloride BrC=1C=C(C=C(C1Cl)Cl)S(=O)(=O)Cl